beta-isopentene CC=C(C)C